ClC1=C(C=C(C=C1)C(C(N1C(N=C(C(=C1)F)NC1CC1)=O)NC(C1=CC(=CC=C1)C)=O)=O)F N-(2-(4-Chloro-3-fluorophenyl)-1-(4-(cyclopropylamino)-5-fluoro-2-oxopyrimidin-1(2H)-yl)-2-oxoethyl)-3-methylbenzamide